O=C1N(C2=CC=C(C=3C2=C1C=CC3)NCCCCCCCNC3CC1(C3)CCC1)C1C(NC(CC1)=O)=O 3-(2-oxo-6-((7-(spiro[3.3]heptan-2-ylamino)heptyl)amino)benzo[cd]indol-1(2H)-yl)piperidine-2,6-dione